FC1=CC(=C(C=C1)C=1C(=C(C(=NC1C)COC)C(=O)NC1=CC=C(C=C1)OC1=CC=NC2=CC=C(N=C12)OC)O)C 5-(4-fluoro-2-methylphenyl)-4-hydroxy-2-(methoxymethyl)-N-[4-[(6-methoxy-1,5-naphthyridin-4-yl)oxy]phenyl]-6-methylpyridine-3-carboxamide